BrC1OCCC1Br 2,3-dibromotetrahydrofuran